2-(3,4-dimethoxyphenyl)-7-(4-(4-(furan-2-carbonyl)piperazin-1-yl)butoxy)-5-hydroxy-6-methoxy-4H-chromen-4-one COC=1C=C(C=CC1OC)C=1OC2=CC(=C(C(=C2C(C1)=O)O)OC)OCCCCN1CCN(CC1)C(=O)C=1OC=CC1